N1CCC2=CC(=CC=C12)C1=CC(=NC=N1)NCCN1C(=CC2=C(C=C(C=C12)F)OC)C [6-(2,3-Dihydro-1H-indol-5-yl)-pyrimidin-4-yl]-[2-(6-fluoro-4-methoxy-2-methyl-indol-1-yl)-ethyl]-amin